tert-butyl N-[3-cyano-1'-[5-cyano-2-[[1-(morpholinomethyl)cyclopropyl]methoxy]pyrimidin-4-yl]spiro[6,7-dihydro-5H-benzothiophene-4,3'-azetidine]-2-yl]carbamate C(#N)C1=C(SC2=C1C1(CN(C1)C1=NC(=NC=C1C#N)OCC1(CC1)CN1CCOCC1)CCC2)NC(OC(C)(C)C)=O